O=C([C@H](O)[C@H](O)C(=O)O)O ERYTHRARIC ACID